BrC1=CC(=NC=C1)N1C2=CC=CC=C2C=2C=CC(=CC12)OC1=CC(=CC=C1)Cl 9-(4-Bromo-pyridin-2-yl)-2-(3-chlorophenoxy)-9H-carbazole